6-[5-fluoro-3-(piperidin-4-yl)cinnolin-7-yl]-2-methylimidazo[1,2-b]pyridazin FC1=C2C=C(N=NC2=CC(=C1)C=1C=CC=2N(N1)C=C(N2)C)C2CCNCC2